di-caffeoyl-spermine C(\C=C\C1=CC(O)=C(O)C=C1)(=O)N(CCCCN(CCCN)C(\C=C\C1=CC(O)=C(O)C=C1)=O)CCCN